3-(cyclopentylamino)-2,2-dimethylpropionic acid ethyl ester C(C)OC(C(CNC1CCCC1)(C)C)=O